C1(C(CC(CC1)C(=C)C)=O)C P-Menth-8-En-2-One